FC=1C=C(C(=NC1)OC([2H])([2H])[2H])N1N=C(C(=C1C)[N+](=O)[O-])OCCCO 3-((1-(5-fluoro-2-(methoxy-d3)pyridin-3-yl)-5-methyl-4-nitro-1H-pyrazol-3-yl)oxy)propan-1-ol